CC1=NC=C(C=C1NC(=O)C1=CN=C(O1)C=1C=C2CC(NC2=CC1)=O)C1=NC=C(C=N1)OC(F)(F)F N-(2-methyl-5-(5-(trifluoromethoxy)pyrimidin-2-yl)pyridin-3-yl)-2-(2-oxoindolin-5-yl)oxazole-5-carboxamide